(R)-2-(3-bromophenyl)-2-fluoropropionaldehyde BrC=1C=C(C=CC1)[C@@](C=O)(C)F